C(C)(CC)O secbutanol